2-hydroxy-1-methylethyl methacrylate (2-hydroxy-1-methylethyl methacrylate) OCC(C)C=C(C(=O)O)C.C(C(=C)C)(=O)OC(CO)C